ClC=1C=C2C(=NC=NC2=C(C1C1=C(C=CC=C1)F)F)N1CCC(CC1)N 1-(6-chloro-8-fluoro-7-(2-fluorophenyl)quinazolin-4-yl)piperidin-4-amine